[Re](=O)(=O)=O rhenium trioxide